N-(4-(4-amino-1-(3-((tertbutyldimethylsilyl)oxy)cycloheptyl)-1H-pyrazolo[3,4-d]pyrimidin-3-yl)benzyl)-5-fluoro-2-methoxybenzamide NC1=C2C(=NC=N1)N(N=C2C2=CC=C(CNC(C1=C(C=CC(=C1)F)OC)=O)C=C2)C2CC(CCCC2)O[Si](C)(C)C(C)(C)C